[Br-].C1(=CC=CC=C1)C(CCC)(C1=CC=CC=C1)C1=CC=CC=C1 3-triphenylmethylpropane bromide